1-(3,5-difluoro-6-amino-2-pyridinyl)-8-chloro-6-fluoro-1,4-dihydro-7-((3R)-3-hydroxypyrrolidinyl)-4-oxo-3-quinolinecarboxylic acid FC=1C(=NC(=C(C1)F)N)N1C=C(C(C2=CC(=C(C(=C12)Cl)N1C[C@@H](CC1)O)F)=O)C(=O)O